C[C@H](CC(=O)[O-])O D-beta-HYDROXYBUTYRATE